FC1=C(C=C(C=C1)F)C(COC)C=1C=C2C(=CN1)NN=C2NC(C2=C(C=C(C=C2)N2CCN(CC2)C)NC2CCOCC2)=O N-(5-(1-(2,5-difluorophenyl)-2-methoxyethyl)-1H-pyrazolo[3,4-c]pyridin-3-yl)-4-(4-methylpiperazin-1-yl)-2-((tetrahydro-2H-pyran-4-yl)amino)benzamide